(S)-N-(7-bromo-5-methyl-4-oxo-2,3,4,5-tetrahydrobenzo[b][1,4]oxazepin-3-yl)-4-(pyridin-2-ylmethyl)-1H-pyrazole-1-carboxamide BrC1=CC2=C(OC[C@@H](C(N2C)=O)NC(=O)N2N=CC(=C2)CC2=NC=CC=C2)C=C1